2-(carboxymethyl)butane-1,1,4-tricarboxylic acid C(=O)(O)CC(C(C(=O)O)C(=O)O)CCC(=O)O